aluminum-copper-lithium-cobalt-nickel [Ni].[Co].[Li].[Cu].[Al]